FC1=C(C(N2CN=CN=C2N2N=CC=C2)([2H])[2H])C=C(C(=C1)F)F 1-(2,4,5-trifluorobenzyl-d2)-6-(1H-pyrazol-1-yl)-1,3,5-triazine